C(CCC)C1=C(C(=CC=C1N)C=CC=1C(=CC(=CC1)N)S(=O)(=O)O)S(=O)(=O)O n-butyl-4,4'-diaminostilbene-2,2'-disulfonic acid